F[C@@]1(CN(CC1)C(C=C)=O)C#CC1=CC=C(C=C1)C(F)(F)F |o1:1| (R*)-1-(3-fluoro-3-((4-(trifluoromethyl)phenyl)ethynyl)pyrrolidin-1-yl)prop-2-en-1-one